OC1(CC(C1)C(=O)N1CC2(C1)CC(C2)C2=CC=C1C=CN=CC1=C2)C ((1s,3s)-3-Hydroxy-3-methylcyclobutyl)(6-(isochinolin-7-yl)-2-azaspiro[3.3]heptan-2-yl)methanon